BrCCCCCCCCCCCCCCCCCC=C 19-bromononadecene